3-(2-hydroxyethyl)-3-phenylazetidine-1-carboxylic acid tert-butyl ester C(C)(C)(C)OC(=O)N1CC(C1)(C1=CC=CC=C1)CCO